1-bromo-7-(4-methylpiperazine-1-carbonyl)pyrrolo[1,2-a]quinoxaline-4(5H)-one BrC1=CC=C2N1C1=CC=C(C=C1NC2=O)C(=O)N2CCN(CC2)C